ClC1=CC(=C(C(=O)O)C=C1F)NC1=C(C(=C(C=C1)F)F)C 4-chloro-2-((3,4-difluoro-2-methylphenyl)amino)-5-fluorobenzoic acid